BrC(C(=O)NC1=CC=C(C=C1)F)C(C)C 2-bromo-N-(4-fluorophenyl)-3-methylbutanamide